tert-butyl 2-((2-chloro-3-(2,3-dichloropyridin-4-yl)phenyl)carbamoyl)-1-methyl-1,4,6,7-tetrahydro-5H-imidazo[4,5-c]pyridine-5-carboxylate ClC1=C(C=CC=C1C1=C(C(=NC=C1)Cl)Cl)NC(=O)C=1N(C2=C(CN(CC2)C(=O)OC(C)(C)C)N1)C